C(#N)C1=C(C=CC=C1)[C@@H](CC)C=1C(=NN(C1)CC)C (1R,2R)-1-(2-cyanophenyl)-1-(1-ethyl-3-methyl-1H-pyrazol-4-yl)propan